C(C)(C)(C)OOCCCC1=CC(=CC=C1)CCCOOC(C)(C)C 1,3-bis(tert-butylperoxypropyl)benzene